C(CCCCCCCCCCCCCCC)C(O[Si](OC)(OC)CCC)C hexadecyl-methyl-propyl-trimethoxysilane